C12CCCCC2N(C1)C1=NC(=NC(=C1)Cl)C=1SC=C(N1)C 2-(4-(7-azabicyclo[4.2.0]octan-7-yl)-6-chloropyrimidin-2-yl)-4-methylthiazole